2-(4,4-difluoropiperidin-1-yl)ethyl 4-[2-(4-fluorophenyl)-4-oxo-1,3-thiazolidin-3-yl]-3-methylbenzoate FC1=CC=C(C=C1)C1SCC(N1C1=C(C=C(C(=O)OCCN2CCC(CC2)(F)F)C=C1)C)=O